NC=1C(=NN(C1C(=O)N)C1=C(C=C(C=C1)CN)F)C(C)C 4-amino-1-(4-(aminomethyl)-2-fluorophenyl)-3-isopropyl-1H-pyrazole-5-carboxamide